CN(C([C@@H](CC(C)C)NC(=O)C1=CC2=C(OCO2)C=C1)=O)C (R)-N-(1-(dimethylamino)-4-methyl-1-oxopentan-2-yl)benzo[d][1,3]dioxole-5-carboxamide